1-acetyl-4-(4-(difluoromethoxy)-3-ethoxyphenyl)pyrrolidine-2-carboxylic acid C(C)(=O)N1C(CC(C1)C1=CC(=C(C=C1)OC(F)F)OCC)C(=O)O